C(C1CO1)OC1=C(C=CC=C1)C(C)C1=C(C=CC=C1)OCC1CO1 1,1-di(glycidyloxyphenyl)ethane